(S)-2-trifluoromethyl-piperazine FC([C@H]1NCCNC1)(F)F